C[C@H]1N(CCCN(C1)C=1N=CC2=C(N1)C(=NC=N2)NC2=CC(=C(C=C2)OC2=CC1=C(N(C=N1)C)C=C2)C)C(C=C)=O (R)-1-(2-methyl-4-(8-((3-methyl-4-((1-methyl-1H-benzo[d]imidazol-5-yl)oxy)phenyl)amino)pyrimido[5,4-d]pyrimidin-2-yl)-1,4-diazepan-1-yl)prop-2-en-1-one